O1C(=CC=C1)C1=NC2=C(N1C#CC1=CC3=CC=C(C=C3C=C1)OC)C=CC=C2 2-(2-furyl)-1-[2-(6-methoxy-2-naphthyl)ethynyl]-1H-benzimidazole